2-[1-[6-Methyl-2-(1-methyl-4,6-dihydropyrrolo[3,4-c]pyrazol-5-yl)-3-(oxan-4-yl)-4-oxoquinazolin-8-yl]ethylamino]benzoic acid CC=1C=C2C(N(C(=NC2=C(C1)C(C)NC1=C(C(=O)O)C=CC=C1)N1CC=2N(N=CC2C1)C)C1CCOCC1)=O